NC1=CC(=NC=C1)C=1C=CC=C2C=NC(=NC12)NC=1C=NC(=CC1)N1CCNCC1 8-(4-Aminopyridin-2-yl)-N-(6-(piperazin-1-yl)pyridin-3-yl)quinazolin-2-amine